FC1=CC=C(C=C1)N([C@H]1[C@H](CN(CC1)C1=C(C(N(C2=CC=C(N=C12)C)C)=O)C#N)C)C 4-[(3S,4R)-4-[(4-fluorophenyl)(methyl)amino]-3-methyl-piperidin-1-yl]-1,6-dimethyl-2-oxo-1,2-dihydro-1,5-naphthyridine-3-carbonitrile